(S)-4-((4-(2-(2,6-dioxopiperidin-3-yl)-1-oxoisoindolin-5-yl)piperazin-1-yl)methyl)benzoic acid O=C1NC(CC[C@@H]1N1C(C2=CC=C(C=C2C1)N1CCN(CC1)CC1=CC=C(C(=O)O)C=C1)=O)=O